2-{[3-({3-[(2,4-dichlorophenoxy)methyl]phenyl}methylidene)azetidin-1-yl]methyl}-1-{[(2S)-oxetan-2-yl]methyl}-1H-1,3-benzodiazole-6-carboxylic acid ClC1=C(OCC=2C=C(C=CC2)C=C2CN(C2)CC2=NC3=C(N2C[C@H]2OCC2)C=C(C=C3)C(=O)O)C=CC(=C1)Cl